8a-(3-Fluorocyclobutyl)-2-(2-((1-(methylsulfonyl)piperidin-4-yl)amino)-5-(trifluoromethyl)pyrimidin-4-yl)-6,7,8,8a-tetrahydro-4H-thieno[2,3-a]pyrrolizin-4-one FC1CC(C1)C12CCCN2C(C2=C1SC(=C2)C2=NC(=NC=C2C(F)(F)F)NC2CCN(CC2)S(=O)(=O)C)=O